C12C(CCCC1)O2 cycloHexene oxide